2-({7-amino-4-[3-(3-cyanophenyl)-1H-indazol-5-yl]-1-oxo-2,3-dihydro-1H-isoindol-2-yl}methyl)prop-2-enamide NC=1C=CC(=C2CN(C(C12)=O)CC(C(=O)N)=C)C=1C=C2C(=NNC2=CC1)C1=CC(=CC=C1)C#N